ClC1=NC=C(C(=N1)Cl)C1=CN=C(O1)C 5-(2,4-dichloropyrimidin-5-yl)-2-methyloxazole